5r-fluoro-6-(7-fluoro-1-isobutyryl-1H-indol-6-yl)pyridine-2-carboxylate FC=1C=CC(=NC1C1=CC=C2C=CN(C2=C1F)C(C(C)C)=O)C(=O)[O-]